O=C1NC=C(C(N1)=O)N1C(C2=CC=CC=C2C1=O)=O 2-(2,4-Dioxo-1,2,3,4-tetrahydropyrimidin-5-yl)-2,3-dihydro-1H-isoindole-1,3-dione